ClC=1C=C(C=CC1)NC(=O)NC(=O)C1=CC2=CC=C(C(=C2C=C1)N=NC1=CC=C(C=C1)C=CC(=O)C1=CC=C(C=C1)N=NC1=C(C=CC2=CCC(C=C12)C)O)O N-[(3-Chlorophenyl)carbamoyl]-6-hydroxy-5-[[4-[3-[4-[(2-hydroxy-7-methyl-6,7-dihydronaphthalen-1-yl)diazenyl]phenyl]-3-oxoprop-1-enyl]phenyl]diazenyl]naphthalene-2-carboxamide